C1(CCC1)OC1=CC(=C(C=N1)N1C2=C(SC=3N=CC=C(NC1=O)C32)C(=O)N)C (S)-(6-cyclobutoxy-4-methylpyridin-3-yl)-4-oxo-4,5-dihydro-3H-1-thia-3,5,8-triazaacenaphthylene-2-carboxamide